anti-methionine N[C@@H](CCSC)C(=O)O